tert-butyl ((S)-1-amino-1-oxo-3-((S)-3-oxo-3,4-dihydro-2H-pyrido[3,2-b][1,4]oxazin-2-yl)propan-2-yl)carbamate NC([C@H](C[C@H]1C(NC2=C(O1)C=CC=N2)=O)NC(OC(C)(C)C)=O)=O